(7R)-3-[(3-chloro-2-methoxyphenyl)amino]-7-(2-methoxyethyl)-2-(pyridin-4-yl)-5H,6H,7H-pyrazolo[1,5-a]pyrazin-4-one ClC=1C(=C(C=CC1)NC=1C(=NN2C1C(NC[C@H]2CCOC)=O)C2=CC=NC=C2)OC